C[C@@]12C[C@H]([C@@H]([C@]1(CC(=O)[C@@]3([C@H]2CC=C4[C@H]3C=C(C(=O)C4(C)C)O[C@H]5[C@@H]([C@H]([C@@H]([C@H](O5)CO)O)O)O)C)C)[C@](C)(C(=O)C[C@H](C(C)(C)O)O)O)O The molecule is a triterpenoid saponin that is the beta-D-glucopyranosyl derivative of cucurbitacin J. It has been isolated from Machilus yaoshansis. It has a role as a plant metabolite. It is a beta-D-glucoside, a cucurbitacin, a monosaccharide derivative, a triterpenoid saponin and a tertiary alpha-hydroxy ketone. It derives from a cucurbitacin J.